F[P-](F)(F)(F)(F)F.C[N+](=C(O)N(C)C)C N,N,N',N'-tetramethyluronium hexafluorophosphate